1,6-dimethoxy-1,6-bis(4-methoxyphenyl)hex-3-ene COC(CC=CCC(C1=CC=C(C=C1)OC)OC)C1=CC=C(C=C1)OC